3-cyano-4-(6-(6-(2-(methylsulfonyl)benzyl)-3,6-diazabicyclo[3.1.1]heptan-3-yl) pyridin-3-yl)pyrazolo[1,5-a]pyridin-6-yl trifluoromethanesulfonate FC(S(=O)(=O)OC=1C=C(C=2N(C1)N=CC2C#N)C=2C=NC(=CC2)N2CC1N(C(C2)C1)CC1=C(C=CC=C1)S(=O)(=O)C)(F)F